3-[trans-4-(trifluoromethyl)cyclohexyl]-1H-pyrazol-5-amine FC([C@@H]1CC[C@H](CC1)C1=NNC(=C1)N)(F)F